C1(=CC(=CC=C1)C1=NC(=NC=C1Cl)NC1CCN(CC1)C(CCN1CCN(CC1)C1CCNCC1)=O)C1=CC=CC=C1 4-(4-(3-(4-((4-([1,1'-biphenyl]-3-yl)-5-chloropyrimidin-2-yl)amino)piperidin-1-yl)-3-oxopropyl)piperazin-1-yl)piperidin